pentaerythritol tetrakis(2-mercaptopropionate) SC(C(=O)OCC(COC(C(C)S)=O)(COC(C(C)S)=O)COC(C(C)S)=O)C